NC1=NC=2C3=C(C(CC2C=N1)(C)C)C(=NN3C3OCCCC3)C(=O)NC=3SC=C(N3)COC3CCN(CC3)C3CCCCCC3 8-amino-N-(4-{[(1-cycloheptylpiperidin-4-yl)oxy]methyl}-1,3-thiazol-2-yl)-4,4-dimethyl-1-(tetrahydro-2H-pyran-2-yl)-4,5-dihydro-1H-pyrazolo[4,3-H]quinazoline-3-carboxamide